FC(C=1C=C(C(=O)CBr)C=CC1)(F)F 3-(trifluoromethyl)benzoylmethyl bromide